FC=1C=C(C=CC1)C=1C=C(NC1)C(=O)C1=CC(=C(C(=C1)OC)OC)OC [4-(3-fluorophenyl)-1H-pyrrol-2-yl](3,4,5-trimethoxyphenyl)methanone